CC(=O)N[C@@H]1[C@H]([C@@H]([C@H](O[C@H]1OC2=CC=C(C=C2)[N+](=O)[O-])CO)O)O The molecule is an N-acetyl-beta-D-glucosaminide in which the anomeric hydroxy hydrogen is replaced by a 4-nitrophenyl group. It has a role as a chromogenic compound. It is a C-nitro compound and a N-acetyl-beta-D-glucosaminide. It derives from a 4-nitrophenol.